ClC1=CC=C(C=C1)S(=O)(=O)NC(=O)NCCC 1-(4-chlorobenzenesulfonyl)-3-propylurea